Methyl ((3-(4-((2-chloro-1H-imidazol-1-yl)methyl)phenyl)-5-isobutyl-4-methylthiophen-2-yl)sulfonyl)carbamate ClC=1N(C=CN1)CC1=CC=C(C=C1)C1=C(SC(=C1C)CC(C)C)S(=O)(=O)NC(OC)=O